4-fluoro-1-isopropyl-6-(6-ethoxy-1H-pyrrolo[2,3-b]pyridin-3-yl)-2-methyl-1H-benzo[d]imidazole FC1=CC(=CC=2N(C(=NC21)C)C(C)C)C2=CNC1=NC(=CC=C12)OCC